Nα,Nα-dimethyl-lysine nickel [Ni].CN([C@@H](CCCCN)C(=O)O)C